O[C@H]1C[C@@H](CCC1)[C@@H]1N(C[C@H](CC1)C)C(C(=O)NC=1C=C(C=NC1)C(=O)N)=O 5-[[2-[(2R,5S)-2-[(1R,3R)-3-Hydroxycyclohexyl]-5-methyl-1-piperidyl]-2-oxo-acetyl]amino]pyridine-3-carboxamide